3-(3-((3-benzyl-9-methyl-4H,6H-thieno[2,3-e][1,2,4]triazolo[3,4-c][1,4]oxazepin-2-yl)ethynyl)-1H-pyrazol-1-yl)propanoic acid C(C1=CC=CC=C1)C1=C(SC=2N3C(COCC21)=NN=C3C)C#CC3=NN(C=C3)CCC(=O)O